3-cyclobutyl-5-((trimethylsilyl)ethynyl)pyridine C1(CCC1)C=1C=NC=C(C1)C#C[Si](C)(C)C